4-Ethyl-3-(N-(5-(isoxazol-5-yl)-2-(piperidin-1-yl)phenyl)sulfamoyl)benzoic acid C(C)C1=C(C=C(C(=O)O)C=C1)S(NC1=C(C=CC(=C1)C1=CC=NO1)N1CCCCC1)(=O)=O